(3S,4R)-3-amino-4-methoxypiperidine-1-carboxylic acid benzyl ester C(C1=CC=CC=C1)OC(=O)N1C[C@@H]([C@@H](CC1)OC)N